ClC1=CC=C2[C@@H](N(C(C2=C1)=O)C)[C@H]1O[C@H]([C@@H]([C@@H]1O)O)N1C=CC2=C1N=CN=C2C (R)-6-chloro-3-((2R,3S,4R,5R)-3,4-dihydroxy-5-(4-methyl-7H-pyrrolo[2,3-d]pyrimidin-7-yl)tetrahydrofuran-2-yl)-2-methylisoindolin-1-one